N-((1r,4r)-4-(3-chloro-4-cyano-2-methylphenoxy)cyclohexyl)-6-(4-(6-hydroxyhexyl)piperidin-1-yl)pyridazine-3-carboxamide ClC=1C(=C(OC2CCC(CC2)NC(=O)C=2N=NC(=CC2)N2CCC(CC2)CCCCCCO)C=CC1C#N)C